1-((S)-2-hydroxy-2-((2R,4aS,4bR,6aS,7S,7aS,8aR,8bR,8cR,10aR)-2-hydroxy-2,6a-dimethyloctadecahydrocyclopropa[4,5]cyclopenta[1,2-a]phenanthren-7-yl)propyl)-1H-pyrazole-4-carbonitrile O[C@@](CN1N=CC(=C1)C#N)(C)[C@H]1[C@@H]2[C@H]([C@@H]3[C@@]1(CC[C@@H]1[C@H]4CC[C@@](C[C@H]4CC[C@@H]31)(C)O)C)C2